[I-].C(CCCCC)OC=1C(=NSN1)C1=CCC[N+](C1)(C)C(C1=CC=CC=C1)OC(=O)OCCCCCC 5-(4-(Hexyloxy)-1,2,5-thiadiazol-3-yl)-1-((((hexyloxy)carbonyl)oxy)(phenyl)methyl)-1-methyl-1,2,3,6-tetrahydropyridin-1-ium iodide